4-[[(2R,3S,4R,5S)-3-(2-Ethyl-3,4-difluoro-phenyl)-4,5-dimethyl-5-(trifluoromethyl)tetrahydrofuran-2-carbonyl]amino]pyridin-2-carboxamid C(C)C1=C(C=CC(=C1F)F)[C@H]1[C@@H](O[C@@]([C@@H]1C)(C(F)(F)F)C)C(=O)NC1=CC(=NC=C1)C(=O)N